(R,R) or (R,S)-N'-((1-hydroxy-1,2,3,5,6,7-hexahydro-s-indacen-4-yl)carbamoyl)-2-(2-hydroxy-propan-2-yl)thiazole-5-sulfonimidamide O[C@@H]1CCC2=C(C=3CCCC3C=C12)NC(=O)N=[S@](=O)(N)C1=CN=C(S1)C(C)(C)O |o1:1|